NC1=C2C(=NC=N1)N(N=C2C2=CC=C(C=C2)O)CC2=NC1=CC=CC(=C1C(N2CC2=C(C=CC=C2F)F)=O)C#C 2-((4-Amino-3-(4-hydroxyphenyl)-1H-pyrazolo[3,4-d]pyrimidin-1-yl)methyl)-3-(2,6-difluorobenzyl)-5-ethynylquinazolin-4(3H)-one